2-cyclobutyl-3-(4-hydroxyphenyl)pyrimido[4,5-b][1,5]naphthyridine-4,5(3H,10H)-dione C1(CCC1)C=1N(C(C2=C(NC3=CC=CN=C3C2=O)N1)=O)C1=CC=C(C=C1)O